OC1=CC=C(C=C1)C1(CC(C2=CC(=CC=C12)O)(C)C)C 1-(4-hydroxyphenyl)-1,3,3-trimethylindan-5-ol